(1-Chloro-6,7-dihydro-5H-cyclopenta[c]pyridin-4-yl)carbamic acid tert-butyl ester C(C)(C)(C)OC(NC=1C2=C(C(=NC1)Cl)CCC2)=O